FC(C=1C=C(C=NC1)OC=1C=C(C=NC1)C1=CC(=C(C(=O)N)C=C1)CC)F 4-(5-((5-(difluoromethyl)pyridin-3-yl)oxy)pyridin-3-yl)-2-ethylbenzamide